ClC1=CC=C(C=C1)[C@@H](N1C[C@@H](N(C[C@H]1C)C=1C=2N=CN(C2N2C(N1)=NN=C2)C[C@H]2OCCC2)C)C2=NC=C(C=C2)Cl 4-((2S,5R)-4-((R)-(4-chlorophenyl)(5-chloropyridin-2-yl)methyl)-2,5-dimethylpiperazin-1-yl)-1-(((S)-tetrahydrofuran-2-yl)methyl)-1H-[1,2,4]triazolo[3,4-b]purine